C(C=C)(=O)OCCOC(=O)C1=CC=2C(=NN(N2)C2=C(C=C(C=C2)OC)O)C=C1 2-(2-hydroxy-4-methoxyphenyl)-2H-benzotriazole-5-carboxylic acid-2-acryloyloxyethyl ester